5-Fluoro-4-(isopropylamino)pyridine-2-carbonitrile FC=1C(=CC(=NC1)C#N)NC(C)C